BrCC=1C=C2C=CC(=NC2=CC1)C 6-(bromomethyl)-2-methylquinoline